O1CC(C1)OCC1=C(C(=C2N1CCNC2=O)NC2=CC=CC=C2)C2=CC=NC=C2 6-((oxetan-3-yloxy)methyl)-8-(phenylamino)-7-(pyridin-4-yl)-3,4-dihydropyrrolo[1,2-a]pyrazin-1(2H)-one